NC1=C(N=CC2=C(C(=CC=C12)F)C1=C(C=NN1CC1=CC=C(C=C1)OC)OC)C(=O)NCCC 4-Amino-8-(4-methoxy-1-(4-methoxybenzyl)-1H-pyrazol-5-yl)-7-fluoro-N-propylisoquinoline-3-carboxamide